O1CCC(=CC1)C=1C(=C(C=NC1C)C(=O)NC1=CC(=C(C=C1)OC1=CC=NC2=CC(=C(N=C12)OC)OCCOC)F)O 5-(3,6-Dihydro-2H-pyran-4-yl)-N-[3-fluoro-4-[[6-methoxy-7-(2-methoxyethoxy)-1,5-naphthyridin-4-yl]oxy]phenyl]-4-hydroxy-6-methylpyridine-3-carboxamide